N-((1R,3s,5S)-8-benzyl-8-azabicyclo[3.2.1]octan-3-yl)benzofuran-6-carboxamide C(C1=CC=CC=C1)N1[C@H]2CC(C[C@@H]1CC2)NC(=O)C2=CC1=C(C=CO1)C=C2